2-((4-hydroxypiperidin-1-yl)methyl)-N-(1-(4-methoxyphenyl)-9-methyl-9H-pyrido[3,4-b]indol-3-yl)benzamide OC1CCN(CC1)CC1=C(C(=O)NC2=CC3=C(N(C4=CC=CC=C34)C)C(=N2)C2=CC=C(C=C2)OC)C=CC=C1